BrC1=C2C[C@@H](N(CC2=CC=C1)C(=O)OC(C)(C)C)CN(C)[C@H]1CCOC=2C1=NC=CC2 tert-butyl (3R)-5-bromo-3-[[[(4S)-3,4-dihydro-2H-pyrano[3,2-b]pyridin-4-yl]-methyl-amino]methyl]-3,4-dihydro-1H-isoquinoline-2-carboxylate